Cl.NC12CCC(CC1)(CC2)C(=O)N2CCC1(C[C@@H]1C#CC1=C3CN(C(C3=CC=C1)=O)C1C(NC(CC1)=O)=O)CC2 3-(4-{2-[(1S)-6-{4-aminobicyclo[2.2.2]octane-1-carbonyl}-6-azaspiro[2.5]octan-1-yl]ethynyl}-1-oxo-3H-isoindol-2-yl)piperidine-2,6-dione hydrochloride